tri-(3-hydroxypropyl-triazolyl-methyl)amine OCCCC(C=1N=NNC1)N(C(CCCO)C=1N=NNC1)C(CCCO)C=1N=NNC1